COC=1C=C(C=CC1OC)C1=NC=C(C=C1C=1N=NN(N1)C(C1=CC=CC=C1)(C1=CC=CC=C1)C1=CC=CC=C1)[N+](=O)[O-] 2-(3,4-dimethoxyphenyl)-5-nitro-3-(2-trityl-2H-tetrazol-5-yl)pyridine